O=C1C(N=C2C=CN=C21)=O diketo-pyrrolopyrrol